3-(4-fluoro-2-methylphenoxy)-N-(1-(methylsulfonyl)piperidin-3-yl)-6-(trifluoromethyl)pyridazine-4-carboxamide FC1=CC(=C(OC=2N=NC(=CC2C(=O)NC2CN(CCC2)S(=O)(=O)C)C(F)(F)F)C=C1)C